(S)-3,6-dichloro-1-(1-(pyridin-3-yl)ethyl)-1H-pyrazolo[3,4-b]pyrazine ClC1=NN(C2=NC(=CN=C21)Cl)[C@@H](C)C=2C=NC=CC2